ClC=1C(=NC=C(C1)C#N)OC1CCC2(C(NC3=CC=C(C=C23)C(=O)NCC)=O)CC1 Cis-4-[(3-chloro-5-cyano-2-pyridyl)oxy]-N-ethyl-2'-oxo-spiro[cyclohexane-1,3'-indoline]-5'-carboxamide